NC1=C(C=C(C=C1F)F)B1OC(C)(C)C(C)(C)O1 (2-amino-3,5-difluoro-phenyl)boronic acid pinacol ester